[4-Methoxy-2-(trifluoromethyl)pyridine-3-yl]methanol COC1=C(C(=NC=C1)C(F)(F)F)CO